The molecule is a monocarboxylic acid that is phenylacetic acid substituted by a 2-hydroxy-3-(propan-2-ylamino)propoxy group at position 4. It is a metabolite of the drug atenolol. It has a role as a marine xenobiotic metabolite and a drug metabolite. It is a monocarboxylic acid, an aromatic ether, a secondary amino compound and a secondary alcohol. CC(C)NCC(COC1=CC=C(C=C1)CC(=O)O)O